(piperidin-3-yl)-2,6-naphthyridine-1,7-diamine N1CC(CCC1)C=1N=C(C2=CC(=NC=C2C1)N)N